1-butyl-3-(4-sulfobutyl)-1H-imidazol-3-ium C(CCC)N1C=[N+](C=C1)CCCCS(=O)(=O)O